ClCC1=CC=C(C=NC2=C(C=CC=C2)O)C=C1 2-[(4-(chloromethyl)benzylidene)amino]phenol